NC(C)(C)C1=CC(=NC(=C1)N1N=CC(=C1)C1CC1)OC1[C@@H]2CN(C[C@H]12)C(=O)C1=CC(=NN1C)C=1N=CSC1 ((1R,5S,6s)-6-((4-(2-aminopropan-2-yl)-6-(4-cyclopropyl-1H-pyrazol-1-yl)pyridin-2-yl)oxy)-3-azabicyclo[3.1.0]hexan-3-yl)(1-methyl-3-(thiazol-4-yl)-1H-pyrazol-5-yl)methanone